CC=1N=C(OC1N1C(CCC1)C#N)CCCC1=CC=CC=C1 1-(4-Methyl-2-(3-phenylpropyl)oxazol-5-yl)pyrrolidine-2-carbonitrile